(p-tolyl)benzamide C1(=CC=C(C=C1)C1=C(C(=O)N)C=CC=C1)C